2,6-difluoro-4'-[(1-{[4-(propan-2-yl)phenyl]carbamoyl}-D-prolyl)amino][1,1'-biphenyl]-4-carboxylic acid FC1=C(C(=CC(=C1)C(=O)O)F)C1=CC=C(C=C1)NC([C@@H]1N(CCC1)C(NC1=CC=C(C=C1)C(C)C)=O)=O